sodium silver diperiodate I(=O)(=O)(=O)[O-].I(=O)(=O)(=O)[O-].[Ag+].[Na+]